[Na+].CNCCS(=O)(=O)[O-] N-methyltaurine, sodium salt